CC(C)C1=C(C(=CC(=C1)C1=C(C=CC=C1)OC(F)(F)F)C(C)C)CC(=O)NS(=O)(=O)C1=CC=C(C=C1)CN(C)C 2-[2,6-bis(propan-2-yl)-4-[2-(trifluoromethoxy)phenyl]phenyl]-N-{4-[(dimethylamino)methyl]benzene-sulfonyl}acetamide